4-(1-(2-(2,6-dioxopiperidin-3-yl)-1,3-dioxoisoindol-5-yl)pyrrolidin-3-yl(piperazin-1-yl)phenyl)-1-((1r,4r)-4-(quinazolin-2-ylamino)cyclohexyl)urea O=C1NC(CCC1N1C(C2=CC=C(C=C2C1=O)N1CC(CC1)C=1C(=C(C=CC1)C1(CCC(CC1)NC(=O)N)NC1=NC2=CC=CC=C2C=N1)N1CCNCC1)=O)=O